C1(CC1)OC=1C=C2C=C(C=NC2=C(C1)C1=CC=C(C=C1)C(F)(F)F)C(=O)NS(=O)(=O)C 6-cyclopropoxy-N-(methylsulfonyl)-8-(4-(trifluoromethyl)phenyl)quinoline-3-carboxamide